4-Amino-3-[6-(2-trifluoromethylphenyl)pyridin-3-ylazo]naphthalin NC1=C(C=CC2=CC=CC=C12)N=NC=1C=NC(=CC1)C1=C(C=CC=C1)C(F)(F)F